Cl.Cl.CC=1N=C2N(C=C(C=C2C)NC(=O)N2CCC=3C2=NC=CC3N3C[C@H](N[C@H](C3)C)C)C1 N-(2,8-dimethylimidazo[1,2-a]pyridin-6-yl)-4-((3R,5S)-3,5-dimethylpiperazin-1-yl)-2,3-dihydro-1H-pyrrolo[2,3-b]pyridine-1-carboxamide dihydrochloride